4-[3-(3-thienyl)imidazo[1,2-a]pyrazin-6-yl]phenol S1C=C(C=C1)C1=CN=C2N1C=C(N=C2)C2=CC=C(C=C2)O